NC(C(=O)O)CC1=CC(=C(C(=C1)I)OC1=CC=C(C=C1)OC)I 2-amino-3-(3,5-diiodo-4-(4-methoxyphenoxy)phenyl)propionic acid